C1=CC(=C(C(=C1)Cl)C(=O)N)Cl The molecule is a member of the class of benzamides that is benzamide substituted by chloro groups at positions 2 and 6. It has a role as a herbicide and a marine xenobiotic metabolite. It is a dichlorobenzene and a member of benzamides.